(6aR)-3-bromo-4-chloro-6a,7,9,10-tetrahydro-12H-pyrazino[2,1-c]pyrido[2,3-f][1,4]oxazepin-8(6H)-carboxylic acid tert-butyl ester C(C)(C)(C)OC(=O)N1C[C@@H]2COC3=C(CN2CC1)N=CC(=C3Cl)Br